ethyl 5-(2-bromo-5-(trifluoromethoxy)phenyl)-1,3,4-oxadiazole-2-carboxylate BrC1=C(C=C(C=C1)OC(F)(F)F)C1=NN=C(O1)C(=O)OCC